C1(=CC=C(C=C1)P(OC1=C(C=C(C=C1)C(C)(C)C)C(C)(C)C)([O-])=O)C1=CC=C(C=C1)P([O-])([O-])=O (2,4-di-tert-butylphenyl) [1,1-biphenyl]-4,4'-diyl-bisphosphonate